methyl-3-(1-methylimidazol-4-yl)-4-[[4-(trifluoromethyl)cyclohexyl]methylamino]benzenesulfonamide CC1=C(C=CC(=C1C=1N=CN(C1)C)NCC1CCC(CC1)C(F)(F)F)S(=O)(=O)N